N1CC(CC1)C=1C=NNC1 4-(pyrrolidin-3-yl)-1H-pyrazole